CS(=O)(=O)O[C@H]([C@@H](C1=CC=CC=C1)C1=C(C=CC=C1)F)[C@@H]1N(CCC1)C(=O)C1=NNC=C(C1=O)O (1R,2S)-2-(2-fluorophenyl)-1-((R)-1-(5-hydroxy-4-oxo-1,4-dihydropyridazin-3-carbonyl) pyrrolidin-2-yl)-2-phenylethyl methanesulfonate